(3S,6R)-6-methylpiperidine-3-carboxylic acid methyl ester COC(=O)[C@@H]1CN[C@@H](CC1)C